trans-4-[[(3R)-3-[4-[2-(2-amino-3-pyridyl)-5-(2-fluorophenyl)imidazo[4,5-b]pyridin-3-yl]phenyl]pyrrolidin-1-yl]methyl]cyclohexanecarboxylic acid NC1=NC=CC=C1C1=NC=2C(=NC(=CC2)C2=C(C=CC=C2)F)N1C1=CC=C(C=C1)[C@@H]1CN(CC1)C[C@@H]1CC[C@H](CC1)C(=O)O